(R)-1-((2-(6-chloro-1H-pyrrolo[2,3-b]pyridin-4-yl)-6-(3-methyl-morpholino)pyrimidin-4-yl)imino)tetrahydro-1H-1λ6-thiophene 1-oxide ClC1=CC(=C2C(=N1)NC=C2)C2=NC(=CC(=N2)N=S2(CCCC2)=O)N2[C@@H](COCC2)C